NC1=CC(=C2CN(C(C2=C1)=O)CC(C#N)=C)C=1C=C2C(=NNC2=CC1)OC 2-{[6-amino-4-(3-methoxy-1H-indazol-5-yl)-1-oxo-2,3-dihydro-1H-isoindol-2-yl]methyl}prop-2-enenitrile